6H-indeno[1,2-c]isoquinoline C=1C2=C3C(NC=C2C=CC1)=C1C=CC=CC1=C3